2'-chloro-7'-(3-((tetrahydro-2H-pyran-4-yl)oxy)phenyl)-6',7'-dihydrospiro[cyclopropane-1,5'-pyrrolo[2,3-d]pyrimidine] ClC=1N=CC2=C(N1)N(CC21CC1)C1=CC(=CC=C1)OC1CCOCC1